tert-butyl N-[2'-(2-fluorobenzenesulfonamido)ethyl]carbamate FC1=C(C=CC=C1)S(=O)(=O)NCCNC(OC(C)(C)C)=O